FC=1C(=C(C=C(C1)F)C(C)=O)O 1-(3,5-difluoro-2-hydroxyphenyl)ethan-1-one